COC=1C=C(C=CC1NCC#CC=1N(C2=CC=CC(=C2C1)NC1CCC(CC1)N1CC(CC1)OC)CC(F)(F)F)S(=O)(=O)N 3-methoxy-4-{[3-(4-{[(1R,4R)-4-(3-methoxypyrrolidin-1-yl)cyclohexyl]amino}-1-(2,2,2-trifluoroethyl)-1H-indol-2-yl)prop-2-yn-1-yl]amino}benzene-1-sulfonamide